(R) or (S)-1,1'-binaphthyl C1(=CC=CC2=CC=CC=C12)C1=CC=CC2=CC=CC=C12